(tert-butylmercapto)-2-chloro-1-iodobenzene C(C)(C)(C)SC=1C(=C(C=CC1)I)Cl